Tert-butyl (2R,5S)-4-((3-amino-5-chloropyridin-2-yl)amino)-2,5-dimethylpiperidine-1-carboxylate NC=1C(=NC=C(C1)Cl)NC1C[C@H](N(C[C@@H]1C)C(=O)OC(C)(C)C)C